2-(dimethylamino)-7-azaspiro[3.5]nonan CN(C1CC2(C1)CCNCC2)C